N-(2-hydroxyethyl)-N-methyl-carbamic acid tert-butyl ester C(C)(C)(C)OC(N(C)CCO)=O